Cl[Ru-4](=CC1=C(C=CC=C1)OC(C)C)(=C1N(CCN1C1=C(C=CC=C1)C)C1=C(C=CC=C1)C)Cl dichloro[1,3-bis(2-methylphenyl)-2-imidazolidinylidene](2-isopropoxyphenylmethylene)ruthenium (II)